FC1(CC1)C1=NN=C(S1)C=1C(=C2C(=NC1)NC=C2)N[C@H]2CN(C[C@H](C2)C)C(CC#N)=O 3-((3R,5S)-3-((5-(5-(1-fluorocyclopropyl)-1,3,4-thiadiazol-2-yl)-1H-pyrrolo[2,3-b]pyridin-4-yl)amino)-5-methylpiperidin-1-yl)-3-oxopropanenitrile